2-[3-(1-isopropyl-3,5-dimethyl-pyrazol-4-yl)pyrazolo[1,5-a]pyridin-5-yl]thiazole-5-carboxylic acid C(C)(C)N1N=C(C(=C1C)C=1C=NN2C1C=C(C=C2)C=2SC(=CN2)C(=O)O)C